(3-(2-chloro-5-((1R,3R)-2,2-dichloro-3-(3,4-dichlorophenyl)cyclopropane-1-carboxamido)benzamido)-2,6-difluorophenyl)carbamic acid ethyl ester C(C)OC(NC1=C(C(=CC=C1F)NC(C1=C(C=CC(=C1)NC(=O)[C@@H]1C([C@H]1C1=CC(=C(C=C1)Cl)Cl)(Cl)Cl)Cl)=O)F)=O